C(C)(C)(C)OC(=O)NC1=C(N=C(S1)C(=O)OCC)[N+](=O)[O-] Ethyl 5-((tert-butoxycarbonyl) amino)-4-nitrothiazole-2-carboxylate